3-(7-Iodo-3-(tetrahydro-2H-pyran-2-yl)-3H-imidazo[4,5-b]pyridin-5-yl)-2-methylbenzeneFormonitrile IC1=C2C(=NC(=C1)C=1C(=C(C=CC1)C#N)C)N(C=N2)C2OCCCC2